Methyl 4-((3-(1H-Imidazol-1-yl)-5-Methoxyphenyl) amino)-7-methoxyquinoline-6-carboxylate N1(C=NC=C1)C=1C=C(C=C(C1)OC)NC1=CC=NC2=CC(=C(C=C12)C(=O)OC)OC